(2s,4s)-2-(4-fluoro-4-phenylpiperidine-1-carbonyl)-7-oxa-5-azaspiro[3.4]octan-6-one FC1(CCN(CC1)C(=O)C1CC2(C1)NC(OC2)=O)C2=CC=CC=C2